C1=C(C=CC2=CC=CC=C12)O Naphthalene-2-ol